C(C)OC(C[C@@H](C1=CC=C(C=C1)CC1=C(C=CC=C1)C)N)=O (S)-3-amino-3-(4-(2-methylbenzyl)phenyl)propanoic acid ethyl ester